N1=CN=CC(=C1)COCC1=CC=C(C=C1)C1=CC=C(C=C1)C1(CC1)NC(OC1CN2CCC1CC2)=O Quinuclidin-3-yl (1-(4'-((pyrimidin-5-ylmethoxy)methyl)-[1,1'-biphenyl]-4-yl)cyclopropyl)carbamate